N,N,N',N'-Tetraethylhexylendiamin C(C)N(CCCCCCN(CC)CC)CC